2-[(1H-benzimidazol-2-yl)imino]-5,5-diphenylimidazolidin-4-one N1C(=NC2=C1C=CC=C2)N=C2NC(C(N2)=O)(C2=CC=CC=C2)C2=CC=CC=C2